FC1C=NC=NC1OCC 5-fluoro-6-ethoxy-5,6-dihydropyrimidine